ClC=1C=C2C3=C(NC2=CC1)C(N(CC3)C3=NC(=CC(=N3)C)C)CC3CCOCC3 6-chloro-2-(4,6-dimethylpyrimidin-2-yl)-1-[(oxan-4-yl)methyl]-2,3,4,9-tetrahydro-1H-pyrido[3,4-b]indole